Tert-butyl (5-ethyl-1-methyl-4-oxo-4,5-dihydro-1H-pyrrolo[3,2-c]pyridin-3-yl)carbamate C(C)N1C(C2=C(C=C1)N(C=C2NC(OC(C)(C)C)=O)C)=O